C(C1=CC=CC=C1)OC(=O)N[C@@H](C[C@H]1CN(CCO1)C(=O)OC(C)(C)C)C(=O)N1N[C@@H](CCC1)C(=O)OC tert-butyl (S)-2-((S)-2-(((benzyloxy)carbonyl)amino)-3-((S)-3-(methoxycarbonyl)tetrahydropyridazin-1(2H)-yl)-3-oxopropyl)morpholine-4-carboxylate